BrCC(=O)C=1C=C(C=CC1)C1=C(C=C(C=C1)F)C1=NN=CN1C 2-Bromo-1-(4'-fluoro-2'-(4-methyl-4H-1,2,4-triazol-3-yl)-[1,1'-biphenyl]-3-yl)ethan-1-one